C(C)(=O)O[C@]1(CC=C(CC1)C)C(C)=O (R)-1-acetyl-4-methylcyclohex-3-en-1-yl acetate